1-(2,6-difluorobenzyl)-3-ethyl-1,5-dihydro-4H-pyrazolo[4,3-c]pyridin-4-one FC1=C(CN2N=C(C=3C(NC=CC32)=O)CC)C(=CC=C1)F